BrC1=CC2=C(N=C(N=C2)NC2=CC=C(C=N2)N2C(CCC2)C(=O)O)N(C1=O)C1CCCC1 1-[6-(6-Bromo-8-cyclopentyl-7-oxo-7,8-dihydro-pyrido[2,3-d]pyrimidin-2-ylamino)-pyridin-3-yl]-pyrrolidine-2-carboxylic acid